4-{4-[(N-acetylpyrrol-2-yl)carbonyl]piperazin-1-yl}benzonitrile C(C)(=O)N1C(=CC=C1)C(=O)N1CCN(CC1)C1=CC=C(C#N)C=C1